3-methoxy-6-methyl-2,4,6-triisoPropyl-1,1-biphenyl COC=1C(=C(C(CC1C(C)C)(C(C)C)C)C1=CC=CC=C1)C(C)C